C(C)(C)(C)OC([C@@H](CC1=CC(=CC(=C1)C)C=O)[C@@H]1CN(CC1)C(=O)OC(C)(C)C)=O tert-butyl (3R)-3-[(1S)-2-tert-butoxy-1-[(3-formyl-5-methyl-phenyl)methyl]-2-oxo-ethyl]pyrrolidine-1-carboxylate